[O-2].[Mn+2].[Ir+3] Iridium manganese oxide